(3-fluoro-1-methyl-azetidin-3-yl)-(5-pyrrolidin-1-yl-pyridin-3-yl)-(4-trifluoromethoxy-phenyl)-methanol FC1(CN(C1)C)C(O)(C1=CC=C(C=C1)OC(F)(F)F)C=1C=NC=C(C1)N1CCCC1